C1CCN2CCCC3=C2C1=CC=C3 2,3,6,7-tetrahydro-1H,5H-benzo(ij)quinolizine